4,4'-diamino-2,2-bis(trifluoromethyl)biphenyl NC=1CC(C(=CC1)C1=CC=C(C=C1)N)(C(F)(F)F)C(F)(F)F